tert-butyl (2S,4R)-4-[tert-butyl(dimethyl)silyl]oxy-2-[1-[[3-(4-methyl-1,3-thiazol-5-yl)phenyl]methyl]imidazol-2-yl]pyrrolidine-1-carboxylate [Si](C)(C)(C(C)(C)C)O[C@@H]1C[C@H](N(C1)C(=O)OC(C)(C)C)C=1N(C=CN1)CC1=CC(=CC=C1)C1=C(N=CS1)C